N-[(2E)-3-(benzenesulfonyl)prop-2-en-1-yl]-2-oxo-6-(2-phenylcyclopropanecarbonyl)-1,2,5,6,7,8-hexahydro-1,6-naphthyridine-3-carboxamide C1(=CC=CC=C1)S(=O)(=O)/C=C/CNC(=O)C=1C(NC=2CCN(CC2C1)C(=O)C1C(C1)C1=CC=CC=C1)=O